1-(3-ethoxy-4-methoxyphenyl)-2-methanesulfonyl-ethanone tert-butyl-N-[(Z)-{[(tert-butoxy)carbonyl]imino}(1H-pyrazol-1-yl)methyl]carbamate C(C)(C)(C)OC(N/C(/N1N=CC=C1)=N/C(=O)OC(C)(C)C)=O.C(C)OC=1C=C(C=CC1OC)C(CS(=O)(=O)C)=O